N-(7-chloro-1H-indazol-3-yl)-4-fluorobenzamide ClC=1C=CC=C2C(=NNC12)NC(C1=CC=C(C=C1)F)=O